4-[4-(1-hexylheptyl)piperazin-1-yl]butyl nonyl hydrogen phosphate P(=O)(OCCCCN1CCN(CC1)C(CCCCCC)CCCCCC)(OCCCCCCCCC)O